2-methyl-3,4-dihydro-1H-isoquinolin-5-ol CN1CC=2C=CC=C(C2CC1)O